NC1=NC=C(C2=C1C(=NN2C)C2=CC(=C(C=C2)NS(=O)(=O)C(F)F)OCC2=NC=C(C=C2)Cl)C=2C=NN(C2)C2CCOCC2 N-(4-(4-amino-1-methyl-7-(1-(tetrahydro-2H-pyran-4-yl)-1H-pyrazol-4-yl)-1H-pyrazolo[4,3-c]pyridin-3-yl)-2-((5-chloropyridin-2-yl)methoxy)phenyl)-1,1-difluoromethane-sulfonamide